OC(CN(CCCC(=O)OCCN1CCN(CC1)CCSSCCCN(CC(CCCCC(=O)OC(C)C)O)CC(CCCCC(=O)OC(C)C)O)CC(CCCC(=O)OC(CC)CC)O)CCCC(OC(CC)CC)=O Diisopropyl 7,7'-((3-((2-(4-(2-((4-(bis(2-hydroxy-6-oxo-6-(pentan-3-yloxy)hexyl)amino)butanoyl)oxy)ethyl)piperazin-1-yl)ethyl)disulfaneyl)propyl)azanediyl)bis(6-hydroxyheptanoate)